tert-butyl [(1R)-2-hydroxy-1-methylethyl]carbamate OC[C@@H](C)NC(OC(C)(C)C)=O